C(C)(C)(C)OC(=O)N1CC(C1)(F)C=1C=2N(C=C(C1)C1CC1)C=C(N2)CNC2=CC(=NC=C2)Br tert-butyl-3-(2-(((2-bromopyridin-4-yl)amino) methyl)-6-cyclopropylimidazo[1,2-a]pyridin-8-yl)-3-fluoroazetidine-1-carboxylate